3-methoxy-4-((4-methylhept-3-en-1-yl)oxy)benzaldehyde COC=1C=C(C=O)C=CC1OCCC=C(CCC)C